C(C)(C)(C)N\C=C/1\C(OC2=CC=CC=C2C1=O)C1=CNC2=CC=C(C=C12)Cl (Z)-3-((tert-butylamino)methylene)-2-(5-chloro-1H-indol-3-yl)chroman-4-one